1-[2-[3-(3,5-di-t-butyl-4-hydroxyphenyl)propionyloxy]ethyl]-4-[3-(3,5-di-t-butyl-4-hydroxyphenyl)propionyloxy]2,2,6,6-tetramethylpiperidine C(C)(C)(C)C=1C=C(C=C(C1O)C(C)(C)C)CCC(=O)OCCN1C(CC(CC1(C)C)OC(CCC1=CC(=C(C(=C1)C(C)(C)C)O)C(C)(C)C)=O)(C)C